C1(=CC=C(C=C1)\C=C(/F)\C1CCN(CC1)C(=O)[O-])C1=CC=CC=C1 (Z)-4-(2-([1,1'-biphenyl]-4-yl)-1-fluorovinyl)piperidine-1-carboxylate